N-(2-(dimethylamino)-2-(thien-3-yl)ethyl)-5-fluoroisoindoline-2-carboxamide CN(C(CNC(=O)N1CC2=CC=C(C=C2C1)F)C1=CSC=C1)C